C1(CC2C(CC1)O2)CC[SiH2]COC(COC)=O (3,4-epoxycyclohexyl)ethyl-methoxyacetoxymethylsilane